CCCCC/C=C\\C/C=C\\C[C@@H]1[C@@H](O1)C/C=C\\CCCC(=O)[O-] The molecule is an 8,9-EET(1-) that is the conjugate base of (8S,9R)-EET, obtained by deprotonation of the carboxy group; major species at pH 7.3. It is a conjugate base of an (8S,9R)-EET. It is an enantiomer of an (8R,9S)-EET(1-).